FC(CNC=1N=CC2=C(N1)NC=C2C=2C=C1N=CC=NC1=CC2)(C)C N-(2-Fluoro-2-methylpropyl)-5-(quinoxalin-6-yl)-7H-pyrrolo[2,3-d]pyrimidin-2-amine